Cl.Cl.N1C(=CC2=CC=CC=C12)C(=O)N 1H-indole-2-carboxamide dihydrochloride